3-geranyl-2,3',4,4'-tetrahydroxychalcone C(\C=C(/C)\CCC=C(C)C)C=1C(=C(C=CC1O)\C=C\C(=O)C1=CC(=C(C=C1)O)O)O